thiophenol-d2 C1(=C(C(=CC=C1)[2H])[2H])S